CC1(C2C3C4C=CC(C3C(C1)C2)C4)C(=O)O 4-methyl-4-hydroxycarbonyltetracyclo[6.2.1.13,6.02,7]Dodec-9-ene